ClC1=CC=C(C(=O)N2C(=C(C3=CC(=CC=C23)OC)CC=O)C)C=C1 2-(1-(4-Chlorobenzoyl)-5-methoxy-2-Methyl-1H-indol-3-yl)acetaldehyde